C1(=C(C=CC=C1)\C(\C(=O)OC)=N/OC)C (E)-methyl 2-(2-tolyl)-2-methoxyiminoacetate